9-azabicyclo[3.3.1]nonane-9-amine C12CCCC(CCC1)N2N